CSC1=CC=C(CN2CCN(CC2)S(=O)(=O)C2=CC=C(C)C=C2)C=C1.[Ar].[He] Helium Argon 1-(4-(methylthio)benzyl)-4-tosylpiperazine